ClC1=CC2=C(CCO2)C=C1NC1=NC=C2N(C(N(C2=N1)[C@@H]1COCC1)=O)C (S)-2-((6-chloro-2,3-dihydrobenzofuran-5-yl)amino)-7-methyl-9-(tetrahydrofuran-3-yl)-7,9-dihydro-8H-purin-8-one